3-glycidylpropyl-(dimethoxy)methylsilane Phosphoguanidinoacetate P(=O)(O)(O)C(C(=O)O)NC(=N)N.C(C1CO1)CCC[SiH2]C(OC)OC